C(C=C)(=O)OC(CC)(OC(C=C)=O)CCCC butylpropanediol diacrylate